3-{4-[4-(3-morpholin-4-yl-propyl)-benzyloxy]-1-oxo-1,3-dihydro-isoindol-2-yl}-piperidine-2,6-dione N1(CCOCC1)CCCC1=CC=C(COC2=C3CN(C(C3=CC=C2)=O)C2C(NC(CC2)=O)=O)C=C1